O-ethyl S-(1-(octadecylamino)-1-oxopropan-2-yl) carbonodithioate C(OCC)(=S)SC(C(=O)NCCCCCCCCCCCCCCCCCC)C